C(C)[C@H]1CCN(C2=CC=CC=C12)C1=NNC2=NC(=CN=C21)N2CCC(CC2)(C)CNC(OC(C)(C)C)=O (S)-tert-butyl ((1-(3-(4-ethyl-3,4-dihydroquinolin-1(2H)-yl)-1H-pyrazolo[3,4-b]pyrazin-6-yl)-4-methylpiperidin-4-yl)methyl)carbamate